2,4,6-tris(isopropyl)benzenesulfonic acid C(C)(C)C1=C(C(=CC(=C1)C(C)C)C(C)C)S(=O)(=O)O